3-(1-(4-ethylbenzyl)-7'-oxo-2',3',7',9'-tetrahydro-8'H-spiro[piperidine-4,4'-pyrano[2,3-e]isoindol]-8'-yl)piperidine-2,6-dione C(C)C1=CC=C(CN2CCC3(CCOC4=C5CN(C(C5=CC=C43)=O)C4C(NC(CC4)=O)=O)CC2)C=C1